2-(azidomethyl)-3-bromo-6-chloropyridine N(=[N+]=[N-])CC1=NC(=CC=C1Br)Cl